Benzyl oxirane-2-carboxylate O1C(C1)C(=O)OCC1=CC=CC=C1